FC1=CC=C(CNC2=C(C(=C(C(=O)N)C=C2[N+](=O)[O-])NCCCC=O)OCCCOC)C=C1 4-((4-fluorobenzyl)amino)-((4-oxobutyl)amino)-3-(3-methoxypropoxy)-5-nitrobenzamide